6-morpholino-1H-benzo[d]imidazole-5-carbonitrile O1CCN(CC1)C=1C(=CC2=C(NC=N2)C1)C#N